tert-butyl 6-[1-(ethoxycarbonylmethyl)-4-(4,4,5,5-tetramethyl-1,3,2-dioxaborolan-2-yl)-1H-indazol-3-yl]-2-aza-2-spiro[3.3]heptanecarboxylate C(C)OC(=O)CN1N=C(C2=C(C=CC=C12)B1OC(C(O1)(C)C)(C)C)C1CC2(CN(C2)C(=O)OC(C)(C)C)C1